1-Dodecyl-3-ethylpyrrolidinium cyanid tert-butyl-(S)-2-(8-fluoro-6-iodo-3-(4-methoxyphenyl)-4-oxo-3,4-dihydroquinazolin-2-yl)-pyrrolidine-1-carboxylate C(C)(C)(C)OC(=O)N1[C@@H](CCC1)C1=NC2=C(C=C(C=C2C(N1C1=CC=C(C=C1)OC)=O)I)F.[C-]#N.C(CCCCCCCCCCC)[NH+]1CC(CC1)CC